3-Bromo-5-{6-oxo-8-thia-4,5-diazatricyclo[7.4.0.02,7]trideca-1(9),2(7),3-trien-5-yl}pyridine-4-carbaldehyde BrC=1C=NC=C(C1C=O)N1N=CC=2C=3CCCCC3SC2C1=O